C(C)(C)(C)OC(NN1C(C2=CC=CC=C2C12C1=CC=C(C=C1OC=1C=C(C=CC21)N2CCOCC2)N2CCOCC2)=O)=O (3',6'-dimorpholinyl-3-oxospiro[isoindoline-1,9'-xanthen]-2-yl)carbamic acid tert-butyl ester